(S)-(4-(4-fluorobenzo[d]thiazol-2-yl)-6,7-dihydro-1H-imidazo[4,5-c]pyridin-5(4H)-yl)(oxazol-2-yl)methanone FC1=CC=CC2=C1N=C(S2)[C@H]2N(CCC1=C2N=CN1)C(=O)C=1OC=CN1